NC=1C(=NC=CC1)OC 3-Amino-2-methoxy-pyridin